1-(3-(1-(tert-butoxycarbonyl)azetidin-3-yl)pyridin-4-yl)piperidine-4-carboxylic acid C(C)(C)(C)OC(=O)N1CC(C1)C=1C=NC=CC1N1CCC(CC1)C(=O)O